(R)-1-(1-(2-ethylbutyl)piperidin-3-yl)-6-methyl-5-(8-methyl-[1,2,4]triazolo[1,5-a]pyridin-6-yl)-1,3-dihydro-2H-benzo[d]imidazol-2-one C(C)C(CN1C[C@@H](CCC1)N1C(NC2=C1C=C(C(=C2)C=2C=C(C=1N(C2)N=CN1)C)C)=O)CC